CNC(=O)C=1C=NN(C1)C N,1-dimethyl-1H-pyrazole-4-carboxamide